xylose diphosphate OP(O)(=O)OP(=O)(O)O.O=C[C@H](O)[C@@H](O)[C@H](O)CO